methyl 2-({5-carbamoyl-2-[(6-methoxy-2-methyl-1,2,3,4-tetrahydroisoquinolin-7-yl)amino]pyrimidin-4-yl}amino)benzoate C(N)(=O)C=1C(=NC(=NC1)NC1=C(C=C2CCN(CC2=C1)C)OC)NC1=C(C(=O)OC)C=CC=C1